3H-furo[3,2-d]Pyrimidin-4-one N1=CNC(C2=C1C=CO2)=O